F[C@H]1[C@@H](C1)C(CC(C(=O)OCC)=O)=O ethyl 4-((1S,2R)-2-fluorocyclopropyl)-2,4-dioxobutanoate